2-((1r,4r)-4-((4-(1-(2,6-dioxopiperidin-3-yl)-3-methyl-1H-indazol-5-yl)piperazin-1-yl)methyl)cyclohexyl)-N-(imidazo[1,2-b]pyridazin-3-yl)-6-methoxy-2H-indazole-5-carboxamide O=C1NC(CCC1N1N=C(C2=CC(=CC=C12)N1CCN(CC1)CC1CCC(CC1)N1N=C2C=C(C(=CC2=C1)C(=O)NC1=CN=C2N1N=CC=C2)OC)C)=O